lithium silicon phosphosulfur P(=O)(=O)[S].[Si].[Li]